3-(5-((1r,4r)-5-benzhydryl-2,5-diazabicyclo[2.2.1]heptane-2-carbonyl)-7-fluoro-1-oxoisoindolin-2-yl)piperidine-2,6-dione C(C1=CC=CC=C1)(C1=CC=CC=C1)N1[C@H]2CN([C@@H](C1)C2)C(=O)C=2C=C1CN(C(C1=C(C2)F)=O)C2C(NC(CC2)=O)=O